ClC1=CC2=C(C(=NO2)CC(=O)O)C=C1 2-(6-chlorobenzoisoxazol-3-yl)acetic acid